6-Fluoro-1-methyl-1,2-dihydro-3H-benzo[e]indole-3-carboximidamide 2,2,2-trifluoroacetic acid salt FC(C(=O)O)(F)F.FC1=CC=CC=2C=3C(CN(C3C=CC21)C(N)=N)C